1,8-dihydroxyl-2,4,5,7-tetraaminoanthraquinone OC1=C(C=C(C=2C(C3=C(C=C(C(=C3C(C12)=O)O)N)N)=O)N)N